S(=O)(=O)(O)C1=C(O)C(=CC(=C1O)S(=O)(=O)O)S(=O)(=O)O 2,4,6-trisulforesorcin